N1=NNC2=NC(=CC=C21)C=2C=CC(=C(C(=O)NC1=CC=C(C=C1)OC1COC1)C2)F 5-(3H-[1,2,3]triazolo[4,5-b]pyridin-5-yl)-2-fluoro-N-(4-(oxetan-3-yloxy)phenyl)benzamide